(3S,4R)-4-((tert-butyldimethylsilyl)oxy)-4-(3,5-dimethoxy-4-methylphenyl)-3-isobutoxybutyric acid [Si](C)(C)(C(C)(C)C)O[C@@H]([C@H](CC(=O)O)OCC(C)C)C1=CC(=C(C(=C1)OC)C)OC